C(C1=CC=CC=C1)C1=C(N=NN1C)C(=O)O 5-benzyl-1-methyl-1H-1,2,3-triazole-4-carboxylic acid